2-Chloro-5-((1R,3R)-2,2-dichloro-3-(3,5-dichlorophenyl)cyclopropane-1-carboxamido)-N-(5-(hydroxyamino)pyridin-3-yl)benzamide ClC1=C(C(=O)NC=2C=NC=C(C2)NO)C=C(C=C1)NC(=O)[C@@H]1C([C@H]1C1=CC(=CC(=C1)Cl)Cl)(Cl)Cl